C[NH+]1C(=C(CC=C1)C)C 1,2,3-trimethyl-1,4-dihydropyridinium